FC=1C=C(C=C(C1)F)C(CCCO)NC(=O)C1(CCN(CC1)C(=O)OC(C)(C)C)O tert-Butyl 4-((1-(3,5-difluorophenyl)-4-hydroxybutyl)carbamoyl)-4-hydroxypiperidine-1-carboxylate